N-(2-(pyridin-2-yl)pyrimidin-5-yl)benzamide N1=C(C=CC=C1)C1=NC=C(C=N1)NC(C1=CC=CC=C1)=O